ClC[C@@H](CO)O (2R)-3-chloropropane-1,2-diol